FC1CC(N(C1)C(=O)C12CC(C1)(C2)CN2N=CC(=C2)C#N)C2=CC(=CC=C2)F 1-((3-(4-Fluoro-2-(3-fluorophenyl)pyrrolidine-1-carbonyl)-bicyclo[1.1.1]pentan-1-yl)methyl)-1H-pyrazole-4-carbonitrile